N-[5-[4-[[tert-butyl(dimethyl)silyl]oxymethyl]-1-piperidyl]-2-(4-formylcyclohexyl)-1,3-benzoxazol-6-yl]-6-(trifluoromethyl)pyridine-2-carboxamide [Si](C)(C)(C(C)(C)C)OCC1CCN(CC1)C=1C(=CC2=C(N=C(O2)C2CCC(CC2)C=O)C1)NC(=O)C1=NC(=CC=C1)C(F)(F)F